6-chloro-3-methyl-N-(4-(trifluoromethyl)phenyl)picolinamide ClC1=CC=C(C(=N1)C(=O)NC1=CC=C(C=C1)C(F)(F)F)C